Racemic-N-(1-(6,7-difluoro-4-oxo-3,4-dihydrophthalazin-1-yl)ethyl)-N-methyl-4-(trifluoromethyl)benzamide FC=1C=C2C(NN=C(C2=CC1F)[C@@H](C)N(C(C1=CC=C(C=C1)C(F)(F)F)=O)C)=O |r|